(S)-2-amino-5-azidopentanic acid N[C@H](C(=O)O)CCCN=[N+]=[N-]